FC1=CC(=C(C=C1)NC(=O)N[C@@H](C)C=1N(N=CN1)C1=NC=CC=N1)S(=O)(=O)C 1-(4-fluoro-2-methylsulfonyl-phenyl)-3-[(1S)-1-(2-pyrimidin-2-yl-1,2,4-triazol-3-yl)ethyl]urea